((1R)-1-(5-benzyl-3-((3-(trifluoromethyl)benzamido)methyl)-4,5-dihydroisoxazole-5-carboxamido)-2-phenylethyl)boronic acid C(C1=CC=CC=C1)C1(CC(=NO1)CNC(C1=CC(=CC=C1)C(F)(F)F)=O)C(=O)N[C@@H](CC1=CC=CC=C1)B(O)O